C(C)S(=O)(=O)N1CCC2(CC[C@@H]([C@H]2O)[C@H]2N3C(C4=CC=CC=C24)=CN=C3)CC1 (1R,2R)-8-(Ethylsulfonyl)-2-((R)-5H-imidazo[5,1-a]isoindol-5-yl)-8-azaspiro[4.5]decan-1-ol